NC1=CC=C(C(=N1)C1=C(C=C2C(=NC=NC2=C1)N1CCN(CC1)C(C=C)=O)Cl)S(=O)(=O)C 1-[4-[7-(6-amino-3-methylsulfonylpyridin-2-yl)-6-chloroquinazolin-4-yl]Piperazin-1-yl]Prop-2-en-1-one